COC1=C(C=C(C=C1C)C=1C=CC=C2C=NC(=NC12)NC1=CC(=CC=C1)N1CCN(CC1)C)C 8-(4-methoxy-3,5-dimethylphenyl)-N-(3-(4-methylpiperazin-1-yl)phenyl)quinazolin-2-amine